4-chloro-7-fluoro-2-phenylphthalazin-1(2H)-one ClC1=NN(C(C2=CC(=CC=C12)F)=O)C1=CC=CC=C1